N-sec-butyl-aspartic acid C(C)(CC)N[C@@H](CC(=O)O)C(=O)O